1-Boc-4-piperidinecarboxylic acid hydrazide C(=O)(OC(C)(C)C)N1CCC(CC1)C(=O)NN